1-benzoyl-((4-methylpiperidin-4-yl)methyl)carbamic acid tert-butyl ester C(C)(C)(C)OC(NC(C(C1=CC=CC=C1)=O)C1(CCNCC1)C)=O